2-(cyclohexylmethyl)-3-methylbutanoic acid C1(CCCCC1)CC(C(=O)O)C(C)C